C1(=CC=CC=C1)C1=C(C(=CC=C1)C1=CC=CC=C1)B(O)O [1,1':3',1''-terphenyl]-2'-yl-boronic acid